CC1(CC(C1)(C1=NN=CN1C)NC1=CC=CC=C1)C (3,3-dimethyl-1-(4-methyl-4H-1,2,4-triazol-3-yl)cyclobutyl)aniline